OC1=CC=C(CCO)C=C1 L-4-hydroxyphenethyl alcohol